(E)-3-fluoro-2-((5-morpholinoindolin-1-yl)methyl)prop-2-en-1-amine F/C=C(\CN)/CN1CCC2=CC(=CC=C12)N1CCOCC1